1-(Exo-3-((4-((4-([1,2,4]triazolo[1,5-a]pyridin-7-yloxy)-3-methylphenyl)amino)pyrido[3,4-d]pyrimidin-6-yl)oxy)-8-azabicyclo[3.2.1]oct-8-yl)prop-2-en-1-one N=1C=NN2C1C=C(C=C2)OC2=C(C=C(C=C2)NC=2C1=C(N=CN2)C=NC(=C1)OC1CC2CCC(C1)N2C(C=C)=O)C